2-methyl-4-(trifluoromethyl)pyridine hydrogen chloride Cl.CC1=NC=CC(=C1)C(F)(F)F